5-(1-Methylcyclopropyl)-5-(3-oxo-3-(5-(trifluoromethyl)isoindolin-2-yl)propyl)imidazolidine-2,4-dione CC1(CC1)C1(C(NC(N1)=O)=O)CCC(N1CC2=CC=C(C=C2C1)C(F)(F)F)=O